N-((S)-cyclobutyl(4-fluorophenyl)methyl)-2-(2,6-dioxopiperidin-3-yl)-1-oxoisoindoline-5-carboxamide C1(CCC1)[C@H](NC(=O)C=1C=C2CN(C(C2=CC1)=O)C1C(NC(CC1)=O)=O)C1=CC=C(C=C1)F